FC=1C(NC(N(C1)CC(=O)NC1=CC=C(C=C1)OC)=O)=O 2-(5-fluoro-2,4-dioxo-3,4-dihydropyrimidin-1(2H)-yl)-N-(4-methoxyphenyl)acetamide